NCC(C(=O)O)NCC(=O)O 3-Amino-2-[(carboxymethyl)amino]-propionic acid